C1(C=CC(N1N[C@@H](CO)C(=O)O)=O)=O maleimido-serine